COC([C@H](CCCNC(=O)OC(C)(C)C)NS(=O)(=O)C1=C(C=CC=C1)[N+](=O)[O-])=O.C1(=CC=C(C=C1)COC1=CC(=NC2=CC=CC=C12)C(=O)NCCCCCC(=O)NO)C1=CC=CC=C1 4-([1,1'-biphenyl]-4-ylmethoxy)-N-(6-(hydroxyamino)-6-oxohexyl)quinoline-2-carboxamide methyl-(2S)-5-[(tert-butoxycarbonyl)amino]-2-(2-nitrobenzenesulfonamido)pentanoate